ClC1=C(C=NN1CC1=C(C=CC=C1)Cl)CC=O 5-chloro-1-(2-chlorobenzyl)-4-(2-oxoethyl)-1H-pyrazole